lithium trifluoroborate dimethacrylate C(C(=C)C)(=O)[O-].C(C(=C)C)(=O)[O-].B(F)(F)F.[Li+].[Li+]